Gallium(III) Chloride [Cl-].[Ga+3].[Cl-].[Cl-]